CN(CC(=O)N(C)C1=C2CCNCC2=CC=C1)C 5-(2-(dimethylamino)-N-methylacetamido)-1,2,3,4-tetrahydroisoquinoline